FC(OC1=C(C=CC=C1)[C@@H](C1=C(N=C2N1C=C(C(=C2)F)C=2C=NC(=NC2)N2CC(C2)(O)C(F)(F)F)C)O)F 1-[5-[3-[(S)-[2-(difluoromethoxy)phenyl]-hydroxy-methyl]-7-fluoro-2-methyl-imidazo[1,2-a]pyridin-6-yl]pyrimidin-2-yl]-3-(trifluoromethyl)azetidin-3-ol